BrC=1C=C2N(C=3C=CC=CC3B3C2=C(C1)OC=1C=CC=CC13)C1=CC=CC=C1 7-bromo-9-phenyl-9H-5-oxa-9-aza-13b-boranaphtho[3,2,1-de]anthracene